1-(allyloxy)-2-(phenylethynyl)benzene C(C=C)OC1=C(C=CC=C1)C#CC1=CC=CC=C1